3-(5-bromo-3-(4-fluorophenyl)-7-methylquinolin-2-yl)-4-methyl-1,2,5-oxadiazole 2-oxide BrC1=C2C=C(C(=NC2=CC(=C1)C)C1=[N+](ON=C1C)[O-])C1=CC=C(C=C1)F